FC1=C(C=CC=C1)C1=NN2C(OC(CC2)CO)=C1C(=O)O 2-(2-Fluorophenyl)-5-(hydroxymethyl)-6,7-dihydro-5H-pyrazolo[5,1-b][1,3]oxazine-3-carboxylic acid